1-(5-(isoquinolin-5-ylthio)-1H-imidazo[4,5-b]pyrazin-2-yl)-4-methylpiperidin-4-amine C1=NC=CC2=C(C=CC=C12)SC=1N=C2C(=NC1)NC(=N2)N2CCC(CC2)(N)C